C1=CC=CC2=CC3=CC=CC=C3C(=C12)B(O)O anthracen-9-yl-boronic acid